[N+](=O)([O-])C=1C=C(C=C(C1)CN1CCNCCCNCCNCCC1)CN1CCNCCCNCCNCCC1 [5-nitro-1,3-phenylenebis(methylene)]bis-1,4,8,11-tetraazacyclotetradecane